ClC1=CC=C(C=C1)C(CN1CCN(CC1)C)N 1-(4-chlorophenyl)-2-(4-methylpiperazin-1-yl)ethanamine